N-methyl-perfluorohexylsulfonamide ethyl-acrylate silicon (ii) [Si+2].C(C)OC(C=C)=O.CNS(=O)(=O)C(C(C(C(C(C(F)(F)F)(F)F)(F)F)(F)F)(F)F)(F)F